3-(dimethylsulfamoyl)-N-[2-oxo-2-[[4-[3-(1H-pyrazol-4-yl)phenyl]thiazol-2-yl]amino]ethyl]benzamide CN(S(=O)(=O)C=1C=C(C(=O)NCC(NC=2SC=C(N2)C2=CC(=CC=C2)C=2C=NNC2)=O)C=CC1)C